ClCC1=NC2=CC=CC=C2C(N1)=O 2-(chloromethyl)-3H-quinazolin-4-one